FC=1C=C2C(CC3(NC2=CC1)CCN(CC3)C(=O)NCC3=CC(=C(C=C3)F)C(C)O)=O 6'-fluoro-N-(4-fluoro-3-(1-hydroxyethyl)benzyl)-4'-oxo-3',4'-dihydro-1'H-spiro[piperidine-4,2'-quinoline]-1-carboxamide